FC(CN1CCN(CC1)C1CCC(CC1)NC(=O)C1=CC2=C(N(N=C2C)CC(C)C)S1)F N-((1r,4r)-4-(4-(2,2-difluoroethyl)piperazin-1-yl)cyclohexyl)-1-isobutyl-3-methyl-1H-thieno[2,3-c]pyrazole-5-carboxamide